4-{[(4-fluorophenyl)(methyl)oxido-λ6-sulfanylidene]amino}-2-[(3R)-3-methylmorpholin-4-yl]-8-(1H-pyrazol-5-yl)-1,7-naphthyridine FC1=CC=C(C=C1)S(=O)(C)=NC1=CC(=NC2=C(N=CC=C12)C1=CC=NN1)N1[C@@H](COCC1)C